P(=O)(OCC(C(F)(F)CC(F)(F)F)(F)F)(OC)[O-] (2,2,2-trifluoroethyl)(2,2,3,3-tetrafluoropropyl) methyl phosphate